2,4,6,8-tetramethyl-2,4,6,8-tetramethyl-cyclotetrasiloxane C[Si]1(O[Si](O[Si](O[Si](O1)(C)C)(C)C)(C)C)C